(14S,17S)-15-[1-(2,4-difluorophenyl)pyrazolo[3,4-d]pyrimidin-4-yl]-12-methyl-8,12,15,18,23-pentazatetracyclo[17.3.1.114,17.02,7]tetracosa-1(22),2,4,6,19(23),20-hexaen-13-one FC1=C(C=CC(=C1)F)N1N=CC=2C1=NC=NC2N2[C@@H]1C(N(CCCNC3=CC=CC=C3C3=CC=CC(N[C@H](C2)C1)=N3)C)=O